(2-(4-methoxynaphthalen-1-yl)phenyl)diphenylphosphine COC1=CC=C(C2=CC=CC=C12)C1=C(C=CC=C1)P(C1=CC=CC=C1)C1=CC=CC=C1